OCCCC#CC1=CC=C(C=C1)N1C(NC(CC1)=O)=O 1-(4-(5-hydroxypent-1-yn-1-yl)phenyl)dihydropyrimidine-2,4(1H,3H)-dione